C1=CC=C(C=2OC3=C(C21)C=CC=C3)C3=CC=C(C=C3)NC3=CC=C(C=C3)C3=CC=CC2=C3OC3=C2C=CC=C3 N,N-bis[4-(dibenzofuran-4-yl)phenyl]Amine